3-(naphthalen-1-ylmethyl)-5-(phenylthio)-4-(3-(1-trityl-1H-imidazol-4-yl)propyl)-4H-1,2,4-triazole C1(=CC=CC2=CC=CC=C12)CC1=NN=C(N1CCCC=1N=CN(C1)C(C1=CC=CC=C1)(C1=CC=CC=C1)C1=CC=CC=C1)SC1=CC=CC=C1